CC1=NOC(=C1NC(O[C@H](C)C1=C(C=CC=C1)Cl)=O)C1=NC=C(C=C1)[N+](=O)[O-] (R)-1-(2-chlorophenyl)ethyl (3-methyl-5-(5-nitropyridin-2-yl)isoxazol-4-yl)carbamate